O=C(CCCCC(=O)O)CCCCC(OCC(CCCCCCCC)CCCCC)=O 6,11-Dioxo-11-((2-pentyldecyl)oxy)undecanoic acid